C(CCC)N(C(=N)N)C 1-butyl-1-methylguanidine